(2S)-2-amino-6-(N'-methylcarbamimidamido)hexanoic acid N[C@H](C(=O)O)CCCCNC(=N)NC